1-(5-(1-phenyl-1,2,3,4-tetrahydrobenzo[4,5]imidazo[1,2-a]pyridin-8-yl)pyrimidin-2-yl)azetidine-3-carboxylic acid C1(=CC=CC=C1)C1CCCC=2N1C1=C(N2)C=CC(=C1)C=1C=NC(=NC1)N1CC(C1)C(=O)O